(R)-1-(4-(3-chloro-4-(2-chloro-3-(6-methoxy-5-((methylamino)methyl)pyridin-2-yl)phenyl)pyridin-2-yl)-2-methoxybenzyl)pyrrolidine-3-carboxylic acid ClC=1C(=NC=CC1C1=C(C(=CC=C1)C1=NC(=C(C=C1)CNC)OC)Cl)C1=CC(=C(CN2C[C@@H](CC2)C(=O)O)C=C1)OC